4-(5-chloro-2-nitrophenyl)-5-methoxypyridin-2(1H)-one-1-d ClC=1C=CC(=C(C1)C1=CC(N(C=C1OC)[2H])=O)[N+](=O)[O-]